CC1=CC=C(C=C1)CSCCNC(=O)C1CCN(CC1)C=1C=CC=2N(N1)C(=NN2)C(F)(F)F N-(2-{[(4-methylphenyl)methyl]sulfanyl}ethyl)-1-[3-(trifluoromethyl)-[1,2,4]triazolo[4,3-b]pyridazin-6-yl]piperidine-4-carboxamide